7-(3-(1-(cyclopentylmethyl)-5-fluoro-1H-pyrazol-4-yl)-6-methylpyridin-2-yl)-3-methoxycinnoline C1(CCCC1)CN1N=CC(=C1F)C=1C(=NC(=CC1)C)C1=CC=C2C=C(N=NC2=C1)OC